N-(4-(2-(tert-Butyl)-4-methyl-8-(4-((4-(methylsulfonyl)piperidin-1-yl)methyl)phenyl)-3-oxo-2,3,4,7-tetrahydro-1H-pyrrolo[3',2':5,6]pyrido[3,4-d]pyrimidin-9-yl)benzyl)acetamide C(C)(C)(C)N1C(N(C2=C(C1)C1=C(N=C2)NC(=C1C1=CC=C(CNC(C)=O)C=C1)C1=CC=C(C=C1)CN1CCC(CC1)S(=O)(=O)C)C)=O